OC1=C2C(=CN(C2=CC=C1)CP(O)(O)=O)C[C@@H]1NCCC1 (R)-((4-hydroxy-3-(pyrrolidin-2-ylmethyl)-1H-indol-1-yl)methyl)phosphonic acid